CN1CC2=NC=CC=C2C1=O 6-methyl-6,7-dihydro-5H-pyrrolo[3,4-b]pyridin-5-one